1-(benzofuran-3-yl)-3,4,6-tribenzyloxy-D-glucal O1C=C(C2=C1C=CC=C2)C=2O[C@@H]([C@]([C@@](C2)(O)OCC2=CC=CC=C2)(O)OCC2=CC=CC=C2)C(O)OCC2=CC=CC=C2